6-({5'-formyl-2-oxo-[1,2'-bipyridin]-3-yl}amino)-8-(methylamino)imidazo[1,2-b]pyridazine-3-carboxamide C(=O)C=1C=CC(=NC1)N1C(C(=CC=C1)NC=1C=C(C=2N(N1)C(=CN2)C(=O)N)NC)=O